CC[C@](C(=O)N)(O)C |r| racemic-dimethyl-lactamide